C(C)(C)(C)OC(=O)N1C[C@@H]([C@H](C1)C1=CC=CC=C1)C(NC1=CC=CC=C1)=O (3R,4S)-4-phenyl-3-(phenylcarbamoyl)pyrrolidine-1-carboxylic acid tert-butyl ester